N1C(=NC=C1)C(=O)C=1NC=CN1 2-(1H-imidazole-2-carbonyl)-1H-imidazole